rac-cis-3-hydroxy-3-methyl-4-((4-(methylsulfonyl)phenoxy)methyl)pyrrolidine-1-carboxylic acid tert-butyl ester C(C)(C)(C)OC(=O)N1C[C@]([C@@H](C1)COC1=CC=C(C=C1)S(=O)(=O)C)(C)O |r|